Tert-butyl ((S)-1-((2S,4R)-4-hydroxy-2-((2-(2-(2-iodoethoxy)ethoxy)-4-(4-methylthiazol-5-yl)benzyl)carbamoyl)pyrrolidin-1-yl)-3,3-dimethyl-1-oxobutan-2-yl)carbamate O[C@@H]1C[C@H](N(C1)C([C@H](C(C)(C)C)NC(OC(C)(C)C)=O)=O)C(NCC1=C(C=C(C=C1)C1=C(N=CS1)C)OCCOCCI)=O